O.C(#C)C1=C2C=CC(=CC2=CC=C1F)O 5-ethynyl-6-fluoronaphthalen-2-ol-monohydrate